5-(4-bromo-2-fluorophenoxy)-1,4-dimethylpyrazole-3-carboxylic acid BrC1=CC(=C(OC2=C(C(=NN2C)C(=O)O)C)C=C1)F